C(C1=CC=CC=C1)N1C(C=CC2=C1N=C(N=C2)N[C@@H](C)C2=CC=C(C=C2)Cl)=O 8-Benzyl-2-{[(1S)-1-(4-chlorophenyl)ethyl]amino}pyrido[2,3-d]pyrimidin-7(8H)-on